bromo-boric acid B(O)(O)Br